CC(C)(C)OC(=O)N(C)C1CCNCC1 4-N-BOC-4-N-methyl-aminopiperidine